sodium 2,2-dihydroxy-4,4-dimethoxybenzophenone OC1(C(C(=O)C2=CC=CC=C2)C=CC(C1)(OC)OC)O.[Na]